N-((3-chloro-2-fluoropyridin-4-yl)methylene)-2-methylpropan-2-sulfinamide ClC=1C(=NC=CC1C=NS(=O)C(C)(C)C)F